4-acetoxy-2-(benzyldimethylsiloxy)styryl-1,3-benzenediol acetate C(C)(=O)OC1=C(C(=CC=C1)O)C=CC1=C(C=C(C=C1)OC(C)=O)O[Si](C)(C)CC1=CC=CC=C1